C1(=CC=C(C=C1)C1=CC=CC=C1)N(C1=CC=C(C=C1)C1=CC=CC=C1)C1=CC=C(C=C1)C1=CC=C(C=C1)N(C1=CC=C(C=C1)C1=CC=CC=C1)C1=CC=C(C=C1)C1=CC=CC=C1 4,4'-Bis[N,N-di(biphen-4-yl)amino]-1,1'-biphenyl